ammonium, dihydrochloride Cl.Cl.[NH4+]